N-(4-((2-(1,1-difluoroethyl)-6-methylpyrimidin-4-yl)amino)-5-(6-methylpyrimidin-4-yl)pyridin-2-yl)acetamide FC(C)(F)C1=NC(=CC(=N1)NC1=CC(=NC=C1C1=NC=NC(=C1)C)NC(C)=O)C